NC1=NC(=NC(=C1)N)CO (4,6-diaminopyrimidin-2-yl)methanol